p-{4-[(S)-1-phenylethylamino]-3-ethyl-1-methyl-1H-1,2,5,7-tetraazainden-6-yl}benzamide C1(=CC=CC=C1)[C@H](C)NC1=C2C(=NN(C2=NC(=N1)C1=CC=C(C(=O)N)C=C1)C)CC